COC1=C2CN(C(C2=C(C=C1)C)=O)C 4-methoxy-2,7-dimethylisoindolin-1-one